FC=1C=C(\C=C\2/OC(C3=CC(=CC=C23)[N+](=O)[O-])=O)C=CC1 (Z)-3-(3-fluorobenzylidene)-6-nitroisobenzofuran-1(3H)-one